5-[[2-[2-(Benzothiophen-3-yl)-5-methyl-1-piperidyl]-2-oxo-acetyl]amino]pyridine-3-carboxamide S1C=C(C2=C1C=CC=C2)C2N(CC(CC2)C)C(C(=O)NC=2C=C(C=NC2)C(=O)N)=O